(S)-4-((2-((cyclopropyl(1-methylcyclopentyl)methyl)amino)-3,4-dioxocyclobut-1-en-1-yl)amino)-3-hydroxy-N,N-dimethylpicolinamide C1(CC1)[C@@H](C1(CCCC1)C)NC1=C(C(C1=O)=O)NC1=C(C(=NC=C1)C(=O)N(C)C)O